5-{[(trifluoroacetyl)amino]methyl}benzamide FC(C(=O)NCC=1C=CC=C(C(=O)N)C1)(F)F